N-[7-(2-fluoro-6-methoxyphenyl)-5H,6H,8H-pyrido[3,4-d]pyrimidin-2-yl]-6-methyl-7,8-dihydro-5H-1,6-naphthyridin-3-amine FC1=C(C(=CC=C1)OC)N1CC=2N=C(N=CC2CC1)NC=1C=NC=2CCN(CC2C1)C